1-bromo-3-chloro-2-(methoxymethyl)benzene BrC1=C(C(=CC=C1)Cl)COC